3-Octanone CCC(CCCCC)=O